N=C(NC(C1=CC=CC=C1)=O)N1CC(NCC1)C N-[imino(3-methylpiperazin-1-yl)methyl]benzamide